C12(CCC(CC1)CC2)C(=O)N2C1=C(NC3=C(C2)C=NN3C)C=CC=C1 bicyclo[2.2.2]octan-1-yl(1-methyl-4,10-dihydrobenzo[b]pyrazolo[3,4-e][1,4]diazepin-5(1H)-yl)methanone